5H-bibenzo[d]imidazole N=1C(NC=2C1C=CCC2)=C2N=C1C(=N2)C=CC=C1